COC(CP(=O)(OCC)OCC)=O 2-(diethoxyphosphoryl)acetic acid methyl ester